C(C)(=O)[O-].C(C)(=O)OBOC(C)=O.[Na+] sodium bis(acetoxy)borane acetate